ClC=1C=C(CC=2C=CC(=NC2)NC(=O)C2=NC=C(C=C2)C#N)C=CC1F N-(5-(3-chloro-4-fluorobenzyl)pyridin-2-yl)-5-cyanopyridinamide